3-(4-(tert-butyl)phenyl)quinoxaline-6-carboxamide C(C)(C)(C)C1=CC=C(C=C1)C=1C=NC2=CC=C(C=C2N1)C(=O)N